(S)-Ethyl 3-(6-bromo-3-chloro-4-(triethylsilyl)pyridin-2-yl)-3-((R)-1,1-dimethylethylsulfinamido)butanoate BrC1=CC(=C(C(=N1)[C@@](CC(=O)OCC)(C)N[S@](=O)C(C)(C)C)Cl)[Si](CC)(CC)CC